3-(4-(Tert-butyl)phenyl)-1-(4-methoxyphenyl)propan-1-one C(C)(C)(C)C1=CC=C(C=C1)CCC(=O)C1=CC=C(C=C1)OC